N(=[N+]=[N-])C(C(=O)C1=CC=C(C=C1)Cl)(F)F 2-azido-1-(4-chlorophenyl)-2,2-difluoroethane-1-one